1-(5-(2-amino-3-pentylquinolin-5-yl)pentyl)-3-(3-cyanophenyl)-2-(2-methoxyethyl)guanidine NC1=NC2=CC=CC(=C2C=C1CCCCC)CCCCCNC(=NCCOC)NC1=CC(=CC=C1)C#N